1-(chloromethyl)-4-(difluoromethyl)benzene tert-butyl(4-(4-((1,2,3,4-tetrahydronaphthalen-1-yl)carbamoyl)oxazol-2-yl)phenyl)carbamate C(C)(C)(C)N(C(O)=O)C1=CC=C(C=C1)C=1OC=C(N1)C(NC1CCCC2=CC=CC=C12)=O.ClCC1=CC=C(C=C1)C(F)F